4-vinylbenzenesulfonate C(=C)C1=CC=C(C=C1)S(=O)(=O)[O-]